(2R,3S)-1,4-dichlorobutane-2,3-diol ClC[C@@H]([C@@H](CCl)O)O